COCCOCOC1=CC=C2C(C(=COC2=C1)B(O)O)=O 7-((2-methoxyethoxy)methoxy)-4-oxo-4H-chromen-3-ylboronic acid